O=C1NC(CCC1N1C(C2=CC=C(C=C2C1=O)N1CCN(CC1)CC1CCN(CC1)CC=1C=C2C(=CN(C2=CC1)CC1=NC=CC=C1)C1=CC=C(C=C1)OC(F)(F)F)=O)=O 2-(2,6-dioxopiperidin-3-yl)-5-(4-((1-((1-(pyridin-2-ylmethyl)-3-(4-(trifluoromethoxy)phenyl)-1H-indol-5-yl)methyl)piperidin-4-yl)methyl)piperazin-1-yl)isoindoline-1,3-dione